C(CCCCC(C)C)OC(C(=C)C)=O.C(C=C)(=O)O acrylic acid isooctyl-methacrylate